C(C)OC(=O)C=1SC(=CC1)C(C1=CC=CC=C1)O 5-(Hydroxy(phenyl)methyl)thiophene-2-carboxylic acid ethyl ester